2-(2,4-difluorophenyl)-4,4,5,5-tetramethyl-1,3,2-dioxaborolane FC1=C(C=CC(=C1)F)B1OC(C(O1)(C)C)(C)C